3-(4-fluorophenyl)-1-(N-methyl-pyrrol-2-yl)propan-1-one FC1=CC=C(C=C1)CCC(=O)C=1N(C=CC1)C